CC=1SC=C(N1)[C@H]1N(OCC1)C(=O)[C@@H]1CCN(CC12CC2)C2=NC=NC(=C2)C=2N(N=NC2)C [(3S)-3-(2-methyl-1,3-thiazol-4-yl)-1,2-oxazolidin-2-yl]-[(8R)-5-[6-(3-methyltriazol-4-yl)pyrimidin-4-yl]-5-azaspiro[2.5]octan-8-yl]methanone